OC(CCC=CCC=CCCCC(=O)O)CCC(CCCCC)O 12,15-dihydroxyeicosa-5,8-dienoic acid